N(=[N+]=[N-])C[C@]1(CN(C[C@@H]1SC1=NC=C(C=C1)Cl)C(=O)OC(C)(C)C)O Tert-butyl (3S,4S)-3-(azidomethyl)-4-((5-chloropyridin-2-yl) thio)-3-hydroxypyrrolidine-1-carboxylate